3-((3-chloro-4-methylbenzyl)oxy)cyclobutyl 6-oxo-7-oxa-2,5-diazaspiro[3.4]octane-2-carboxylate O=C1NC2(CN(C2)C(=O)OC2CC(C2)OCC2=CC(=C(C=C2)C)Cl)CO1